5-[(5'S,7a'R)-1-(benzenecarbonyl)-3'-oxotetrahydro-3'H-spiro[piperidine-4,2'-pyrrolo[2,1-b][1,3]thiazol]-5'-yl]pyridine-3-carbonitrile C1(=CC=CC=C1)C(=O)N1CCC2(C(N3[C@H](S2)CC[C@H]3C=3C=C(C=NC3)C#N)=O)CC1